C(#N)[C@]1(OCC1)C(=O)N1CC2(CC2)[C@@H]([C@@H]1CC=1C(=C(C=CC1)C1=CC=CC=C1)F)NS(=O)(=O)CF N-((6S,7S)-5-((S)-2-cyanooxetane-2-carbonyl)-6-((2-fluoro-[1,1'-biphenyl]-3-yl)methyl)-5-azaspiro[2.4]heptan-7-yl)-1-fluoromethanesulfonamide